N1=C(C=CC=C1)CN1C(C(=C(C1=O)C1=CC=C(C=C1)C(F)(F)F)C#CC1CCCCC1)=O 1-(pyridin-2-ylmethyl)-3-(cyclohexylethynyl)-4-(4-(trifluoromethyl)phenyl)-1H-pyrrole-2,5-dione